NC1C=C2C(N(C(N2C)=O)C)=CC1([N+](=O)[O-])C 5-amino-1,3,6-trimethyl-6-nitro-1H-benzo[d]imidazol-one